C(C)(C)(C)C1=CC=C(C=N1)C=1N=C2SC[C@H](CN2C(C1C#N)=O)CF (3R)-8-(6-tert-butylpyridin-3-yl)-3-(fluoromethyl)-6-oxo-2H,3H,4H,6H-pyrimido[2,1-b][1,3]thiazine-7-carbonitrile